C1(CC1)C1=CC=C(C=N1)S(=O)(=O)N1N=C2C(=C1)CN(C2)C([C@H](CO)C2=CC=CC=C2)=O (2S)-1-{2-[(6-cyclopropylpyridin-3-yl)sulfonyl]-2H,4H,5H,6H-pyrrolo[3,4-c]pyrazol-5-yl}-3-hydroxy-2-phenylpropan-1-one